2-[4-(5-fluoro-3-methylbenzo[b]thiophene-2-sulfonylamino)-3-methylsulfonylphenyl]oxazole-4-carboxylic acid FC1=CC2=C(SC(=C2C)S(=O)(=O)NC2=C(C=C(C=C2)C=2OC=C(N2)C(=O)O)S(=O)(=O)C)C=C1